FC=1C(=C(C=CC1)C1=CC(=CC=C1)[C@@H](C)NC(OC(C)(C)C)=O)O tert-butyl (R)-(1-(3'-fluoro-2'-hydroxy-[1,1'-biphenyl]-3-yl)ethyl)carbamate